(S)-2-methyl-N-[(1E)-1-(2-methyl-2H-indazol-5-yl)ethylidene]propane-2-sulfinamide CC(C)(C)[S@](=O)/N=C(\C)/C1=CC2=CN(N=C2C=C1)C